(s)-2-((tert-butoxycarbonyl)amino)-3-(6-(4-(tert-butoxycarbonyl)piperazin-1-yl)pyridin-3-yl)propanoic acid C(C)(C)(C)OC(=O)N[C@H](C(=O)O)CC=1C=NC(=CC1)N1CCN(CC1)C(=O)OC(C)(C)C